monoacrylic acid dioctanoate C(CCCCCCC)(=O)O.C(CCCCCCC)(=O)O.C(C=C)(=O)O